thieno[2,3-b]indole S1C=CC2=C1NC1=CC=CC=C21